FC1=C(OC2=C(N=C(S2)C(=O)OC)C)C=CC(=C1)N1N=CN(C1=O)CC1=C(C=CC=C1)F methyl 5-(2-fluoro-4-(4-(2-fluorobenzyl)-5-oxo-4,5-dihydro-1H-1,2,4-triazol-1-yl)phenoxy)-4-methylthiazole-2-carboxylate